(R)-4-chloro-5-(3-((4-(4-(pyrrolidin-1-ylsulfonyl)phenyl)pyridin-2-yl)oxy)pyrrolidin-1-yl)pyridazin-3(2H)-one ClC=1C(NN=CC1N1C[C@@H](CC1)OC1=NC=CC(=C1)C1=CC=C(C=C1)S(=O)(=O)N1CCCC1)=O